OCCCCCOC1=NC(=CC=C1S(=O)(=O)N1[C@@H](CCC1)C(=O)OC(C)(C)C)C tert-Butyl ((2-((5-hydroxypentyl)oxy)-6-methylpyridin-3-yl)sulfonyl)-L-prolinate